OC1=C(C#N)C=CC(=C1)N1N=C2C=NC(=CC2=C1)N1CCN(CC1)S(=O)(=O)C 2-Hydroxy-4-(5-(4-(methylsulfonyl)piperazin-1-yl)-2H-pyrazolo[3,4-c]Pyridine-2-yl)benzonitrile